N1N=C(C=C1)OC(CC(C)C)O ((1H-pyrazol-3-yl)oxy)-3-methylbutan-1-ol